CN1N=NC(=C1)C1=CC=C(C(=O)N(C2=NC=CC(=C2)\C=C\C2=CC=CC=C2)[C@H]2CNCCC2)C=C1 (R,E)-4-(1-methyl-1H-1,2,3-triazol-4-yl)-N-(piperidin-3-yl)-N-(4-styrylpyridin-2-yl)benzamide